N1CC(C1)=C(C(=O)OCC)F ethyl 2-(azetidin-3-ylidene)-2-fluoroacetate